butyl (R)-(9-(2-bromo-6-(3-((tert-butoxycarbonyl)amino)-3-(1-methyl-1H-tetrazol-5-yl)pyrrolidin-1-yl)-4-chlorobenzyl)-9H-purin-6-yl)(tert-butoxycarbonyl)carbamate BrC1=C(CN2C3=NC=NC(=C3N=C2)N(C(OCCCC)=O)C(=O)OC(C)(C)C)C(=CC(=C1)Cl)N1C[C@](CC1)(C1=NN=NN1C)NC(=O)OC(C)(C)C